tert-butyl (3-(3-(8-amino-6-(trifluoromethyl)imidazo[1,2-a]pyrazin-3-yl)-4-methylphenyl)-4,4,4-trifluoro-3-hydroxybutyl)(methyl)carbamate NC=1C=2N(C=C(N1)C(F)(F)F)C(=CN2)C=2C=C(C=CC2C)C(CCN(C(OC(C)(C)C)=O)C)(C(F)(F)F)O